COCCNC(=O)NC1CN(CC1)C1=NC(=NC(=C1)N1CCNCC1)NC1=CC2=C(C=N1)C=NN2C(C)C 1-(2-methoxyethyl)-3-{1-[6-(piperazin-1-yl)-2-{[1-(propan-2-yl)-1H-pyrazolo[4,3-c]pyridin-6-yl]amino}pyrimidin-4-yl]pyrrolidin-3-yl}urea